[1,4]Diazepine-6(7H)-carboxylic acid tert-butyl ester 1-oxide C(C)(C)(C)OC(=O)C1=CN=CC=[N+](C1)[O-]